CN(C(OC1=CC=C2C(=C(C(OC2=C1)=O)CC1=C(C(=CC=C1)NS(=O)(=O)CC)F)CN(C)CCF)=O)C 3-(3-(ethylsulfonamido)-2-fluorobenzyl)-4-(((2-fluoroethyl)(methyl)amino)methyl)-2-oxo-2H-chromen-7-yl dimethylcarbamate